C(C)(C)(C)OC(=O)NCC=1C=C(OCCCCCOCCCOCC(=O)OC(C)(C)C)C=CC1 Tert-butyl 2-(3-((5-(3-(((tert-butoxy carbonyl)amino)methyl)phenoxy) pentyl)oxy)propoxy)acetate